1-((1-methoxycyclobutyl)methyl)-1H-benzo[d]Imidazole-6-carboxylic acid COC1(CCC1)CN1C=NC2=C1C=C(C=C2)C(=O)O